3-(3-(but-3-yn-1-yl)-3H-diazirin-3-yl)-N-(4-((5-fluoropyridin-2-yl)oxy)tetrahydrofuran-3-yl)propenamide C(CC#C)C1(N=N1)C=CC(=O)NC1COCC1OC1=NC=C(C=C1)F